(4aR,5S,6aS,7S)-1-ethyl-5-hydroxy-4a,6a-dimethyl-7-(2-methyl-1,3-dioxolan-2-yl)-1,3,4,4a,4b,5,6,6a,7,8,9,9a,9b,10-tetradecahydro-2H-indeno[5,4-f]-quinolin-2-one C(C)N1C(CC[C@@]2(C3C(CC=C12)C1CC[C@@H]([C@]1(C[C@@H]3O)C)C3(OCCO3)C)C)=O